[Ti].[Pb].[La] lanthanum lead titanium